O-((1R,3S)-3-(3-((6-((3-aminopropyl) carbamoyl) pyridin-2-yl) amino)-1H-pyrazol-5-yl) cyclopentyl) 1H-imidazole-1-carbothioate N1(C=NC=C1)C(O[C@H]1C[C@H](CC1)C1=CC(=NN1)NC1=NC(=CC=C1)C(NCCCN)=O)=S